C(C)(=O)N1CCC(CC1)(C)N1C=C2C(N=C(N=C2O)C)=CC1=O 6-(1-acetyl-4-methylpiperidin-4-yl)-4-hydroxy-2-methylpyrido[4,3-d]pyrimidin-7(6H)-one